C(C)OC(=O)C1=C(CCC1)N[C@@H](C)C1=CC=CC=C1 (S)-2-((1-phenylethyl)amino)cyclopent-1-ene-1-carboxylic acid ethyl ester